NC=1N=C(C2=C(N1)N(C(C(=C2)C=2C=NC(=CC2)OC)=O)[C@@H]2CC[C@H](CC2)OCCO)C 2-amino-8-[trans-4-(2-hydroxyethoxy)cyclohexyl]-6-(6-methoxy-3-pyridinyl)-4-methylpyrido[2,3-d]pyrimidin-7(8H)-one